C(CCCCCCCCCCCCCCCCCCCCCCC(=O)N)CCCCCCCCCCCCCCCCCC(=O)N (1,6-hexanediyl)bis(stearamide)